CN1CCN(CC1)CCC=1C=C(C=CC1)C1=CC=C2C=CN=C(C2=C1)N 7-(3-(2-(4-methylpiperazin-1-yl)ethyl)phenyl)isoquinolin-1-amine